ClC1=C(C=C(C(=C1)F)N=C1SC(N2N1CCCC2)=O)SCC(=O)OC methyl 2-[[2-chloro-4-fluoro-5-[(tetrahydro-3-oxo-1H,3H-[1,3,4]thiadiazolo[3,4-a]pyridazin-1-ylidene)amino]-phenyl]thio]acetate